α-palmitoyl-S-[2,3-bis(palmitoyloxy)-(2-propyl)]-cysteine C(CCCCCCCCCCCCCCC)(=O)[C@](N)(CSC(C)(COC(CCCCCCCCCCCCCCC)=O)OC(CCCCCCCCCCCCCCC)=O)C(=O)O